Cl[Ru](Cl)Cl trichlororuthenium